methyl-N-vanillyl-6E-nonenamide CC(C(=O)NCC1=CC(OC)=C(O)C=C1)=CCCCCCC